(2-fluoro-5-hydroxyphenyl)(6-(5-(2-fluorophenyl)-4-(trifluoromethyl)-1H-pyrazol-1-yl)-2-azaspiro[3.3]hept-2-yl)methanone FC1=C(C=C(C=C1)O)C(=O)N1CC2(C1)CC(C2)N2N=CC(=C2C2=C(C=CC=C2)F)C(F)(F)F